N-[4-fluoro-5-[6-[(2R,6S)-2,6-dimethylmorpholin-4-yl]pyridin-3-yl]-2-[(3S,5R)-3,4,5-trimethylpiperazin-1-yl]phenyl]-1-methyl-6-oxo-4-(trifluoromethyl)pyridine-3-carboxamide FC1=CC(=C(C=C1C=1C=NC(=CC1)N1C[C@H](O[C@H](C1)C)C)NC(=O)C1=CN(C(C=C1C(F)(F)F)=O)C)N1C[C@@H](N([C@@H](C1)C)C)C